4,6-di(triazol-1-yl)-isophthalic acid N1(N=NC=C1)C1=C(C=C(C(=O)O)C(=C1)N1N=NC=C1)C(=O)O